tert-butyl 1H-pyrazole-4-carbonylcarbamate N1N=CC(=C1)C(=O)NC(OC(C)(C)C)=O